N-(4-chloropyridin-2-yl)acetamide ClC1=CC(=NC=C1)NC(C)=O